3,5-dichloro-2-pyridone ClC=1C(NC=C(C1)Cl)=O